8-(5-chloroindolin-1-yl)-N-[(4S)-chroman-4-yl]-4-(dimethylamino)-1,7-naphthyridine-3-carboxamide ClC=1C=C2CCN(C2=CC1)C=1N=CC=C2C(=C(C=NC12)C(=O)N[C@H]1CCOC2=CC=CC=C12)N(C)C